NCC1=C2CN(CC2=CC=C1)C(=O)C1=C(C=C(C=C1O)O)OCC1=CC=CC=C1 (4-(aminomethyl)isoindolin-2-yl)(2-(benzyloxy)-4,6-dihydroxyphenyl)methanone